ClC=1C=CC(=C(C1)C12CN(CC(N1C(=O)N)C2)CC2=NC1=CC=CC=C1C(N2)=O)C (5-chloro-2-methylphenyl)-3-((4-oxo-3,4-dihydro-quinazolin-2-yl)methyl)-3,6-diazabicyclo[3.1.1]heptane-6-carboxamide